N-((3S,4S)-3-((5-(cyclopropylamino)-7-(2,6-dichloro-3,5-dimethoxyphenyl)-2,6-naphthyridin-3-yl)amino)tetrahydro-2H-pyran-4-yl)acrylamide C1(CC1)NC1=C2C=C(N=CC2=CC(=N1)C1=C(C(=CC(=C1Cl)OC)OC)Cl)N[C@@H]1COCC[C@@H]1NC(C=C)=O